BrC1=C(C=C2C(N(C(C2=C1)=O)C1C(NC(CC1)=O)=O)=O)CNC(=O)C1=CC2=C(O1)C(C1=CC=CC=C1C2=O)=O N-((6-bromo-2-(2,6-dioxopiperidin-3-yl)-1,3-dioxoisoindolin-5-yl)methyl)-4,9-dioxo-4,9-dihydronaphtho[2,3-b]furan-2-carboxamide